(R)-2-((1-(7'-methyl-9'-oxo-1',2'-dihydro-9'H-spiro[cyclopentane-1,3'-pyrrolo[2,1-b]quinazolin]-5'-yl)ethyl)amino)benzoic acid CC1=CC=2C(N3C(=NC2C(=C1)[C@@H](C)NC1=C(C(=O)O)C=CC=C1)C1(CC3)CCCC1)=O